methyl 4-(cyclopropylmethyl)-1-((3-iodo-1-methyl-1H-pyrazol-4-yl)methyl)-1H-imidazole-2-carboxylate C1(CC1)CC=1N=C(N(C1)CC=1C(=NN(C1)C)I)C(=O)OC